4-bromo-N-methyl-6-[(trifluoromethyl)thio]pyridazin-3-amine BrC1=C(N=NC(=C1)SC(F)(F)F)NC